4-(aminomethyl)cyclohexan-1-ol NCC1CCC(CC1)O